F[C@@H]1[C@@H](CN(C1)C)NC1=NN2C(C(=N1)OC)=C(C=C2)C=2C=C1N=CC=NC1=CC2 N-((3R,4S)-4-fluoro-1-methylpyrrolidin-3-yl)-4-methoxy-5-(quinoxalin-6-yl)pyrrolo[2,1-f][1,2,4]triazin-2-amine